C[SiH](C)[Zr+](C1C=C(C2=CC=3CCCC3C=C12)CC(C)C)C1C(=C(C(=C1C)C)C)C dimethylsilyl-tetramethylcyclopentadienyl-(3-isoButyl-1,5,6,7-tetrahydro-s-indacenyl)zirconium(IV)